FC=1C=C2C(N(C=NC2=CC1)C[C@@H]1CCN(CC12CCCC2)C(=O)N2[C@@H](C[C@@H](CC2)NC)C2=CC(=CC=C2)F)=O 6-Fluoro-3-(((R)-7-((2S,4R)-2-(3-fluorophenyl)-4-(methylamino)piperidine-1-carbonyl)-7-azaspiro[4.5]decan-10-yl)methyl)quinazolin-4(3H)-one